3'-(oxybismethylene)bis(3-ethyloxetane) O(CC1OCC1CC)CC1OCC1CC